methyl-(benzyl)diethoxysilane C[Si](OCC)(OCC)CC1=CC=CC=C1